(S)-4-(cyclopropylethynyl)-6-fluoro-7-((2-oxo-1,2-dihydro-3H-imidazo[4,5-c]pyridin-3-yl)methyl)-4-(trifluoromethyl)-3,4-dihydroquinazolin-2(1H)-one C1(CC1)C#C[C@@]1(NC(NC2=CC(=C(C=C12)F)CN1C(NC2=C1C=NC=C2)=O)=O)C(F)(F)F